5-Piperidin-1-yl-pent-2-enoic acid [4-(3-chloro-4-fluoro-phenylamino)-7-(2-fluoro-ethylsulfanyl)-quinazolin-6-yl]-amide ClC=1C=C(C=CC1F)NC1=NC=NC2=CC(=C(C=C12)NC(C=CCCN1CCCCC1)=O)SCCF